BrC1=CC(=C(C(=C1)F)N1C=NN(C1=O)C\C(\CNC(OC(C)(C)C)=O)=C\F)F tert-butyl (E)-(2-((4-(4-bromo-2,6-difluorophenyl)-5-oxo-4,5-dihydro-1H-1,2,4-triazol-1-yl)methyl)-3-fluoroallyl)carbamate